ClC1=C(C=C(C=C1N)C)N(C)C1=C(C=C(C=C1)Cl)F 2-chloro-N1-(4-chloro-2-fluorophenyl)-N1,5-dimethylbenzene-1,3-diamine